ClC1=C(C(=O)N[C@@H](CCOC2CC(C2)CCC2=NC=3NCCCC3C=C2)C(=O)O)C(=CC=C1[N+](=O)[O-])Cl N-(2,6-dichloro-3-nitrobenzoyl)-O-((1r,3r)-3-(2-(5,6,7,8-tetrahydro-1,8-naphthyridin-2-yl)ethyl)cyclobutyl)-L-homoserine